COC(=O)C=1SC(=CC1Br)C 3-bromo-5-methylthiophene-2-carboxylic acid methyl ester